Methyl 2-((6-((3-chloro-5-cyano-6-((3R,5S)-4,4-difluoro-3,5-dimethylpiperidin-1-yl)pyridin-2-yl)amino)-2-oxo-1,2-dihydroquinolin-3-yl)oxy)acetate ClC=1C(=NC(=C(C1)C#N)N1C[C@H](C([C@H](C1)C)(F)F)C)NC=1C=C2C=C(C(NC2=CC1)=O)OCC(=O)OC